N1(CCC1)C(=O)OC1CN(CC1)CC=1C=NC=2C=C(C(NC2C1)=O)CC 1-(((7-ethyl-6-oxo-5,6-dihydro-1,5-naphthyridin-3-yl) methyl) pyrrolidin-3-yl) azetidine-1-carboxylate